ClC1=CC=C(C=C1)NC1=NN(C(=N1)N)S(=O)(=O)C1=CC=C(C=C1)C1=CC=C(C=C1)F N3-(4-chlorophenyl)-1-[4-(4-fluorophenyl)phenyl]sulfonyl-1,2,4-triazole-3,5-diamine